ClC=1C2=CN(N=C2C=CC1C=1N(N=C2N=C(N(C(C21)=O)C)O)CC2=CC=C(C=C2)OC)CC 3-(4-chloro-2-ethyl-2H-indazol-5-yl)-6-hydroxy-2-[(4-methoxyphenyl)methyl]-5-methyl-2H,4H,5H-pyrazolo[3,4-d]pyrimidin-4-one